NC1CCCCC1C(CCCCCN)N (6-aminocyclohexyl)-hexane-1,6-diamine